3-(pyridin-3-yl)-1-(2,3,4-trimethoxyphenyl)prop-2-en-1-one N1=CC(=CC=C1)C=CC(=O)C1=C(C(=C(C=C1)OC)OC)OC